(2-methoxyethyl)(2-phenylethyl)amine COCCNCCC1=CC=CC=C1